6-Phosphogluconic Acid Methyl Ester COC(=O)[C@H](O)[C@@H](O)[C@H](O)[C@H](O)COP(=O)(O)O